NC1=NC=CC(=C1Cl)SC=1C(=NC(=CN1)N1CC2C(C2CC1)(C=1SC=C(N1)C)CN)N 3-((2-amino-3-chloropyridin-4-yl)thio)-6-[7-(aminomethyl)-7-(4-methyl-1,3-thiazol-2-yl)-3-azabicyclo[4.1.0]heptan-3-yl]pyrazin-2-amine